FC1(CC(C1)(C#N)COC=1C=C2C=CN=C(C2=CC1)NC=1C=NC(=NC1)C)F 3,3-difluoro-1-(((1-((2-methylpyrimidin-5-yl)amino)isoquinolin-6-yl)oxy)methyl)cyclobutane-1-carbonitrile